4-((Dimethylamino)methyl)-1-(5-(6-ethoxy-1H-pyrazolo[3',4':3,4]pyrazolo[1,5-a]pyridin-4-yl)pyridin-2-yl)-N-isobutylpiperidine-4-amide CN(C)CC1(CCN(CC1)C1=NC=C(C=C1)C=1C=2N(C=C(C1)OCC)N=C1C2C=NN1)C(=O)NCC(C)C